C(C)(=O)[O-].[Pd+2].C(C)(=O)[O-] palladium (P)-acetate